C1(CC1)C(NC1CC1)C1=CC=C(C=C1)C(F)(F)F N-[cyclopropyl-[4-(trifluoromethyl)phenyl]methyl]cyclopropanamine